octadecane-1,9,10-triol C(CCCCCCCC(C(CCCCCCCC)O)O)O